Bis(2-fluorophenyl)methanol FC1=C(C=CC=C1)C(O)C1=C(C=CC=C1)F